2-benzyl-3-((2,6-dimethylphenyl)aminocarbonyl)-9-hydroxy-1,8-dioxo-1,3,4,8-tetrahydro-2H-pyrido[1,2-a]pyrazine-7-carboxylic acid C(C1=CC=CC=C1)N1C(C=2N(CC1C(=O)NC1=C(C=CC=C1C)C)C=C(C(C2O)=O)C(=O)O)=O